FC(C=1C=CC=C2C=C(C=C(C12)O)O)(F)F 8-trifluoromethylnaphthalene-1,3-diol